1,4-bis(3,4-dicarboxytrifluorophenoxy)octafluorobiphenyl C(=O)(O)C=1C(=C(OC2(C(C(=C(C(=C2F)F)OC2=C(C(=C(C(=C2F)F)C(=O)O)C(=O)O)F)F)F)C2=C(C(=C(C(=C2)F)F)F)F)C(=C(C1C(=O)O)F)F)F